CC1(CC1)NC(O[C@H]1C[C@H](CC1)C1=CC(=NN1)NC(COC1=C(C(=CC(=C1)OC)OCC1=CC=CC=C1)C=O)=O)=O (1R,3S)-3-(3-(2-(3-(benzyloxy)-2-formyl-5-methoxyphenoxy)acetamido)-1H-pyrazol-5-yl)cyclopentyl (1-methylcyclopropyl)carbamate